2-(Dimethylamino)-N-ethyl-N,N-dimethylethan-1-aminium CN(CC[N+](C)(C)CC)C